C(C)(C)(C)OC(=O)N1[C@H](CN(C[C@H]1C)C1=C2C=NC(=NC2=C(C=C1)C(=O)O)OC)C 5-[(3S,5R)-4-tert-butoxycarbonyl-3,5-dimethyl-piperazin-1-yl]-2-methoxy-quinazoline-8-carboxylic acid